CC1=CC=C(C=C1)S(=O)(=O)OCCC=1OC2=C(C1CCNC(=O)OC(C)(C)C)C=CC(=C2)OC 2-(3-(2-((tert-butoxycarbonyl)amino)ethyl)-6-methoxybenzofuran-2-yl)ethyl 4-methylbenzenesulfonate